di-(3,5-di-tert-butyl-4-hydroxyphenyl-propionyl)-hydrazine C(C)(C)(C)C=1C=C(C=C(C1O)C(C)(C)C)CCC(=O)NNC(CCC1=CC(=C(C(=C1)C(C)(C)C)O)C(C)(C)C)=O